(3S,4S)-8-(6-amino-5-((2-amino-3-chloropyridin-4-yl)thio)pyrazin-2-yl)-3-methyl-2-oxa-8-azaspiro[4.5]decan-4-amine monosuccinate hydrate O.C(CCC(=O)O)(=O)O.NC1=C(N=CC(=N1)N1CCC2([C@@H]([C@@H](OC2)C)N)CC1)SC1=C(C(=NC=C1)N)Cl